tetraethyl ((1,2-phenylenebis(oxy))bis(undecane-11,1-diyl))bis(phosphonate) C1(=C(C=CC=C1)OCCCCCCCCCCCP(OCC)(OCC)=O)OCCCCCCCCCCCP(OCC)(OCC)=O